ClC1=C(C(=O)[O-])C=CC(=C1)OC1=CC=C(C=C1)Cl 2-chloro-4-(4-chlorophenoxy)-benzoate